BrC=1C(=CC=2C3=C(C(=NC2C1F)SC)C=NN3[C@@H]3C[C@H](N(CC3)C(=O)OC(C)(C)C)CCO)I tert-butyl (2S,4S)-4-(7-bromo-6-fluoro-8-iodo-4-(methylthio)-1H-pyrazolo[4,3-c]quinolin-1-yl)-2-(2-hydroxyethyl)piperidine-1-carboxylate